(S)-(1-(N-benzyl-2-chloroacetamido)propan-2-yl)carbamic acid tert-butyl ester C(C)(C)(C)OC(N[C@H](CN(C(CCl)=O)CC1=CC=CC=C1)C)=O